1-(4-bromonaphthalen-1-yl)-3-phenylurea BrC1=CC=C(C2=CC=CC=C12)NC(=O)NC1=CC=CC=C1